O-4-bromobutyltyrosine BrCCCCOC1=CC=C(C[C@H](N)C(=O)O)C=C1